(2R,6S)-N-{2-benzyl-2-azaspiro[3.3]hept-6-yl}-2,6-dimethyl-4-[5-(trifluoromethyl)pyrazin-2-yl]piperazine-1-carboxamide C(C1=CC=CC=C1)N1CC2(C1)CC(C2)NC(=O)N2[C@@H](CN(C[C@@H]2C)C2=NC=C(N=C2)C(F)(F)F)C